3,4-dimethyl-7-methoxy-2-(2'-methylaminophenyl)-9H-carbazole CC=1C(=CC=2NC3=CC(=CC=C3C2C1C)OC)C1=C(C=CC=C1)NC